CC12OCC(C1)(C2)N2C=C1C=NNC(C1=CC2=O)=O 6-(1-methyl-2-oxabicyclo[2.1.1]hex-4-yl)-2,6-dihydropyrido[3,4-d]pyridazine-1,7-dione